FC(C)(F)C1=NC(=CC(=N1)NC1=CC(=NC=C1C1=NC=C(C=N1)CN1CCCC1)NC(C)=O)C N-(4-((2-(1,1-difluoroethyl)-6-methylpyrimidin-4-yl)amino)-5-(5-(pyrrolidin-1-ylmethyl)pyrimidin-2-yl)pyridin-2-yl)acetamide